ClC=1C(=C2C(=NC1)NC(=N2)C2=CC=C(C=C2)N2CCN(CCC2)CCOCC)NC2CCN(CC2)CC 6-Chloro-2-{4-[4-(2-ethoxyethyl)-1,4-diazepan-1-yl]phenyl}-N-(1-ethylpiperidin-4-yl)-3H-imidazo[4,5-b]pyridin-7-amine